(R)-6-chloro-N-(2,4-difluoro-3-(8-methoxy-2-(((1R,3R)-3-(((2-methoxyethyl)amino)methyl)cyclopentyl)amino)quinazolin-6-yl)phenyl)-1-hydroxy-2,3-dihydro-1H-indene-4-sulfonamide ClC=1C=C(C=2CC[C@H](C2C1)O)S(=O)(=O)NC1=C(C(=C(C=C1)F)C=1C=C2C=NC(=NC2=C(C1)OC)N[C@H]1C[C@@H](CC1)CNCCOC)F